CCCCCCCCCCCCCCCCCCCCCCCCCCCCC nonacosane